[C@@H]1([C@H]([C@H]([C@@H]([C@H]([C@@H]1OP(=O)([O-])[O-])OP(=O)([O-])OP(=O)([O-])[O-])OP(=O)([O-])[O-])OP(=O)([O-])OP(=O)(O)[O-])OP(=O)([O-])[O-])OP(=O)([O-])[O-] The molecule is an organophosphate oxoanion obtained by deprotonation of all but one of the phosphate and diphosphate OH groups of 1,5-bis(diphospho)-1D-myo-inositol 2,3,4,6-tetrakisphosphate. It is the major microspecies at pH 7.3 (according to Marvin v 6.2.0.). It is a conjugate base of a 1,5-bis(diphospho)-1D-myo-inositol 2,3,4,6-tetrakisphosphate. It is a conjugate acid of a 1,5-bis(diphospho)-1D-myo-inositol 2,3,4,6-tetrakisphosphate(14-).